3-fluoro-4-[4-(4-fluoro-phenyl)-5-methoxy-pyrimidin-2-ylamino]-N-(2-methyl-5-morpholin-4-ylmethyl-phenyl)-benzamide FC=1C=C(C(=O)NC2=C(C=CC(=C2)CN2CCOCC2)C)C=CC1NC1=NC=C(C(=N1)C1=CC=C(C=C1)F)OC